N-methoxy-4-oxobutanamide CONC(CCC=O)=O